COC(=O)C1(CCCC2=CC=CC=C12)CC1=NC(=NC(=C1[N+](=O)[O-])O)O 1-((2,6-dihydroxy-5-nitropyrimidine-4-yl)methyl)-1,2,3,4-tetrahydronaphthalene-1-carboxylic acid methyl ester